3-[1-(2,6-Dioxopiperidin-3-yl)-3-methyl-2-oxo-1,3-benzodiazol-4-yl]propanoic acid O=C1NC(CCC1N1C(N(C2=C1C=CC=C2CCC(=O)O)C)=O)=O